BrCC1=C(C=C(C(=C1)OC)Cl)OC 1-(bromomethyl)-4-chloro-2,5-dimethoxybenzene